3-[(dimethylamino)methyl]-2-methyl-6-sulfanyl-phenol CN(C)CC=1C(=C(C(=CC1)S)O)C